(3S,10S)-7-((2S,5R)-4-acryloyl-2,5-dimethylpiperazin-1-yl)-9-chloro-10-(2-fluoro-6-hydroxyphenyl)-3-(hydroxymethyl)-2H-[1,4]oxazino[2,3,4-ij]quinazolin-5(3H)-one C(C=C)(=O)N1C[C@@H](N(C[C@H]1C)C1=NC(N2C3=C(C(=C(C=C13)Cl)C1=C(C=CC=C1O)F)OC[C@@H]2CO)=O)C